N1CCC(CC1)CN1CC2N(C(C1)C2)C(=O)OC(C)(C)C tert-butyl 3-(piperidin-4-ylmethyl)-3,6-diazabicyclo[3.1.1]heptane-6-carboxylate